C[C@@H]1[C@H](C[C@@H]([C@@H](O1)O[C@@H]2[C@H]([C@@H](O[C@@H]([C@@H]2O)CO)OC)N)O)O The molecule is an amino disaccharide consisting of beta-D-galactosamine having a beta-D-tyvelosyl residue attached at the 3-position and with the anomeric hydroxy group replaced by methoxy. It has a role as an epitope. It is an amino disaccharide and a methyl glycoside.